C(C)(C)(C)NC1=NC=C(C(=N1)SC)C#N 2-(tert-butylamino)-4-(methylthio)pyrimidine-5-carbonitrile